5-(aminomethyl)-1-(pyridin-4-yl)-4,6,7,8-tetrahydro-3H-9-oxa-2-thia-4-azabenzo[cd]azulene-3-one NCC=1NC(C=2SC(=C3OCCCC1C23)C2=CC=NC=C2)=O